FC(C(CO)(O)C)F 3,3-difluoro-2-methylpropane-1,2-diol